N1=C(C=C2N1C=CC=C2)[C@H]2N(CCC1=C2N=CN1)C(=O)C=1C=NN2C1C=CC=C2 (S)-(4-(pyrazolo[1,5-a]pyridin-2-yl)-6,7-dihydro-1H-imidazo[4,5-c]pyridin-5(4H)-yl)(pyrazolo[1,5-a]pyridin-3-yl)methanone